ClC1=C(C(=CC=C1)Cl)COC=1C=C2CCC(C2=CC1C)N1CC(C1)C 1-[5-[(2,6-dichlorophenyl)methoxy]-6-methyl-indan-1-yl]-3-methyl-azetidin